6-(N-tert-butoxycarbonyl-S-cyclopropyl-sulfonimidoyl)pyridine-3-carboxylic acid C(C)(C)(C)OC(=O)N=S(=O)(C1CC1)C1=CC=C(C=N1)C(=O)O